3-(6-((2,6-dimethylpyrimidin-4-yl)amino)-3-oxo-2,3-dihydro-1H-pyrazolo[4,3-c]pyridin-1-yl)benzamide CC1=NC(=CC(=N1)NC1=CC2=C(C=N1)C(NN2C=2C=C(C(=O)N)C=CC2)=O)C